BrC=1C=C(C=CC1C)CC(=O)OC methyl 2-(3-bromo-4-methylphenyl)acetate